4-(4-(1H-pyrazol-1-yl)phenoxy)-1-(4-methoxybenzyl)-1H-1,2,3-triazole-4-carboxylic acid ethyl ester C(C)OC(=O)C1(N=NN(C1)CC1=CC=C(C=C1)OC)OC1=CC=C(C=C1)N1N=CC=C1